BrC=1C=CC=2N3C=CC(=NC3=NC2C1)C(=O)NC=1C=NC=C(C1)OC 5-bromo-N-(5-methoxypyridin-3-yl)-1,8,10-triazatricyclo[7.4.0.02,7]trideca-2(7),3,5,8,10,12-hexaene-11-carboxamide